tert-butyl 2-(5-methyl-2-(trifluoromethyl)pyrimidin-4-yl)-2,6-diazaspiro[3.4]octane-6-carboxylate CC=1C(=NC(=NC1)C(F)(F)F)N1CC2(C1)CN(CC2)C(=O)OC(C)(C)C